1,3-bisphenoxybenzene O(C1=CC=CC=C1)C1=CC(=CC=C1)OC1=CC=CC=C1